Tert-butyl (R)-3-((1,1,1-trifluoropropan-2-yl)carbamoyl)-6,7-dihydropyrazolo[1,5-a]pyrazine-5(4H)-carboxylate FC([C@@H](C)NC(=O)C=1C=NN2C1CN(CC2)C(=O)OC(C)(C)C)(F)F